4-cyclopropyl-6-(3-((1r,3S)-3-methyl-1-(4-methyl-4H-1,2,4-triazol-3-yl)cyclobutyl)phenyl)-2-(((S)-3-methylpiperidin-1-yl)methyl)-1,6-dihydro-7H-pyrrolo[2,3-c]pyridin-7-one C1(CC1)C=1C2=C(C(N(C1)C1=CC(=CC=C1)C1(CC(C1)C)C1=NN=CN1C)=O)NC(=C2)CN2C[C@H](CCC2)C